4-(cyclohexylcarbamoyloxy)-2,2,6,6-tetramethylpiperidine C1(CCCCC1)NC(=O)OC1CC(NC(C1)(C)C)(C)C